((3-(4-chlorophenyl)pyridin-2-yl)methylene)-2-methylpropan-2-sulfinamide ClC1=CC=C(C=C1)C=1C(=NC=CC1)C=CC(C)(S(=O)N)C